4-tertiary butyl-phenyl-acetylene C(C)(C)(C)C1=CC=C(C=C1)C#C